C(C\C=C\CC)(=O)O (E)-3-hexenoic acid